[2,2'-dicyclopenta[a]naphthalen-2-yl]biphenyl C1C(=CC=2C1=C1C=CC=CC1=CC2)C2=C(C=CC=C2)C2=C(C=CC=C2)C2=CC=1C(=C3C=CC=CC3=CC1)C2